tert-butyl 2-[2-[2-[2-[2-[3-[4-amino-2-[6-methyl-7-oxo-1-(p-tolylsulfonyl)pyrrolo[2,3-c]pyridin-4-yl]phenoxy]phenoxy]ethoxy]ethoxy]ethoxy]ethoxy]acetate NC1=CC(=C(OC=2C=C(OCCOCCOCCOCCOCC(=O)OC(C)(C)C)C=CC2)C=C1)C=1C2=C(C(N(C1)C)=O)N(C=C2)S(=O)(=O)C2=CC=C(C=C2)C